bis(2-maleimidophenoxy)-3,3',5,5'-tetramethylbiphenyl C1(C=CC(N1C1=C(OC2=C(C=C(C=C2C)C2=CC(=C(C(=C2)C)OC2=C(C=CC=C2)N2C(C=CC2=O)=O)C)C)C=CC=C1)=O)=O